6-hydroxy-3-pyridinecarboxylic acid OC1=CC=C(C=N1)C(=O)O